(E)-2-fluoro-4-isopropyl-3,5-dimethoxy-1-styryl-benzene-3-d pyridyl-1-benzofuran-5-thiocarboxylate N1=C(C=CC=C1)C=1OC2=C(C1)C=C(C=C2)C(O)=S.FC2C(=CC(=C(C2([2H])OC)C(C)C)OC)\C=C\C2=CC=CC=C2